3-[6-[3-[(4-fluoro-4-piperidinyl)methoxy]Azetidin-1-yl]Pyrimidin-4-yl]-5-(1-methylcyclopropoxy)-2H-indazole FC1(CCNCC1)COC1CN(C1)C1=CC(=NC=N1)C=1NN=C2C=CC(=CC12)OC1(CC1)C